COC(C1=C(C=C(C(=C1)[N+](=O)[O-])NC)Cl)=O.CN([C@@H]1CNCC1)C (S)-(-)-3-(dimethylamino)pyrrolidine Methyl-2-chloro-4-(methylamino)-5-nitrobenzoate